O1[C@H](C1)CC(=O)OCC ethyl (2S)-2-oxiranylacetate